1,4-di(n-propyl)naphthalene C(CC)C1=CC=C(C2=CC=CC=C12)CCC